tert-Butyl 3-(fluoromethyl)azetidine-1-carboxylate FCC1CN(C1)C(=O)OC(C)(C)C